6-(3-nitrophenyl)-1H-phenalen-1-one [N+](=O)([O-])C=1C=C(C=CC1)C1=CC=C2C=CC(C=3C=CC=C1C32)=O